C1(=CC(=CC=C1)C(=O)Cl)C1=CC(=CC=C1)C(=O)Cl 3,3'-biphenyl-dicarboxylic acid dichloride